FC(CN1C(=NC=2C1=NC(=CN2)C2=CNC=1N=C(N=C(C12)NC)NC1CCC2(COC2)CC1)C)F 5-(1-(2,2-difluoroethyl)-2-methyl-1H-imidazo[4,5-b]pyrazin-6-yl)-N4-methyl-N2-(2-oxaspiro[3.5]nonan-7-yl)-7H-pyrrolo[2,3-d]pyrimidine-2,4-diamine